7-chloro-4-[(2,4-dimethoxyphenyl)methyl]-2,3,4,5-tetrahydro-1H-1,4-benzodiazepine-2,5-dione ClC=1C=CC2=C(C(N(CC(N2)=O)CC2=C(C=C(C=C2)OC)OC)=O)C1